1,5-dimethyl-3-keto-2-phenyl-2,3-dihydro-1H-pyrazole-4-carboxylic acid CN1N(C(C(=C1C)C(=O)O)=O)C1=CC=CC=C1